C(CC1=CC=CC=C1)N1C(C2(OC3=C(C=CC=C3)C23C(N(C2=CC=CC=C32)CCC3=CC=CC=C3)=O)C3=CC=CC=C13)=O 1,1''-Diphenethyldispiro[indoline-3,2'-benzofuran-3',3''-indoline]-2,2''-dione